4-(9H-fluoren-9-ylmethoxycarbonylamino)tetrahydropyran-4-carboxylic acid C1=CC=CC=2C3=CC=CC=C3C(C12)COC(=O)NC1(CCOCC1)C(=O)O